FC1=CC(=C2C=CN(C2=C1)CCO)C1=C(C=C2NC(C=3N(C2=C1F)C(=NN3)C)(C)C)OC 2-[6-Fluoro-4-(9-fluoro-7-methoxy-1,4,4-trimethyl-5H-[1,2,4]triazolo[4,3-a]quinoxalin-8-yl)-1H-indol-1-yl]-ethanol